C(C)(C)(C)OC(=O)N1[C@@H]([C@H]2[C@H]3[C@@H](C[C@@H]([C@H]2C1)C3)O)C(N[C@@H](C[C@H]3C(NCC3)=O)C(N)=O)=O (1S,2r,3S,6r,7S,9r)-3-{[(1S)-1-carbamoyl-2-[(3S)-2-oxopyrrolidin-3-yl]ethyl]carbamoyl}-9-hydroxy-4-azatricyclo[5.2.1.0{2,6}]decane-4-carboxylic acid tert-butyl ester